NC=1NC(C=2SC(=C3OCCCC1C32)C=3C=NNC3)=O 7-amino-2-(1H-pyrazol-4-yl)-12-oxa-3-thia-6-azatricyclo[6.4.1.04,13]trideca-1,4(13),7-trien-5-one